C1(CC1)CN(C(=S)N[C@H]1CCC=2C1=CC(=C1C=C(N=CC21)C2CC2)S(NCC(C)(C)F)(=O)=O)CC2=C(C=C(C=C2)OC)OC |o1:8| 1-(cyclopropylmethyl)-1-[(2,4-dimethoxyphenyl)methyl]-3-[(7S*)-3-cyclopropyl-5-[(2-fluoro-2-methyl-propyl)sulfamoyl]-8,9-dihydro-7H-cyclopenta[h]isoquinolin-7-yl]thiourea